[C-]#N.C(CCCCCCCCCC)[NH+]1CC(CC1)CCCC 1-Undecyl-3-butylpyrrolidinium cyanid